ClC=1C=CC(=C(C1)C1=NN(C=C1NC(=O)C=1C=NN2C1N=CC=C2)CC(=O)N2C[C@@H](CC2)O)OC (R)-N-(3-(5-chloro-2-methoxyphenyl)-1-(2-(3-hydroxypyrrolidin-1-yl)-2-oxoethyl)-1H-pyrazol-4-yl)pyrazolo[1,5-a]pyrimidine-3-carboxamide